CC(CC1=CC=C(C=C1)CC(C)=O)C 1-[4-(2-methylpropyl)phenyl]propanone